CC1=CC=C(C=C1)S(=O)(=O)O.ClC=1C=C(SC1)C(=O)NC1CCC(CC1)NC1=CC(=NC2=CC=CC=C12)C(F)(F)F 4-chloro-N-[(1s,4s)-4-{[2-(trifluoromethyl)quinolin-4-yl]amino}cyclohexyl]thiophene-2-carboxamide 4-methylbenzene-1-sulfonate